(R)-1-(3-((6-Amino-5-(4-phenoxyphenyl)pyrimidin-4-yl)amino)pyrrolidin-1-yl)but-2-yn-1-on NC1=C(C(=NC=N1)N[C@H]1CN(CC1)C(C#CC)=O)C1=CC=C(C=C1)OC1=CC=CC=C1